C(C1=CC=CC=C1)[C@H]1N(CCN(C1)C=1C=C2C=NN(C2=CC1)C1=CC=C(C=C1)F)C(C)=O (R)-1-(2-benzyl-4-(1-(4-fluorophenyl)-1H-indazol-5-yl)piperazin-1-yl)ethan-1-one